P(=O)(OCCCCCCCCCCCC)([O-])[O-].[K+].[K+] Potassium Lauryl Phosphate